C(C)OC1=C(N)C=C(C(=C1)F)[N+](=O)[O-] 2-(ethoxy)-4-fluoro-5-nitroaniline